FC1=CC(=C(CNC(=O)C=2C(C(=C3N(C[C@@H]4N(C3=O)[C@H]3CC[C@@H]4C3)C2)O)=O)C=C1)C(F)(F)F (1R,4S,12aR)-N-(4-fluoro-2-(trifluoromethyl)benzyl)-7-hydroxy-6,8-dioxo-1,2,3,4,6,8,12,12a-octahydro-1,4-methanodipyrido[1,2-a:1',2'-d]pyrazine-9-carboxamide